glycidyl-methylphenyl ether C(C1CO1)C=1C(=C(C=CC1)OC1=C(C(=CC=C1)CC1CO1)C)C